N'-hydroxy-1H-benzo[d]imidazole-4-carboxamidine ON=C(N)C1=CC=CC=2NC=NC21